2-acryloylthio-n-propylthio-5-n-pentylthio-1,3,4-thiadiazole C(C=C)(=O)SC(CSC=1SC(=NN1)SCCCCC)C